C(C)(C)(C)OC(=O)N1CC=CC=C1 pyridine-1-carboxylic acid tert-butyl ester